(1S)-1-[3-(2-methyl-4-pyridyl)-1,2,4-thiadiazol-5-yl]ethanamine CC1=NC=CC(=C1)C1=NSC(=N1)[C@H](C)N